hexane-2,3-dicarboxylic acid 2-(tert-butyl) ester 3-ethyl ester C(C)OC(=O)C(C(C)C(=O)OC(C)(C)C)CCC